C1(=CC=CC=C1)C1=CC=C(C=C1)C(=C)B1OC(C)(C)C(C)(C)O1 1-(4'-phenylphenyl)vinylboronic acid pinacol ester